CC(C(=O)O)CCC.C(CCCC)(=O)OC methyl valerate (METHYL VALERATE)